Methyl 2-([1-((2-chlorophenyl)methyl)-5-(4-cyclopropoxythien-2-yl)-1H-pyrazol-3-yl]methoxy)-2-methylpropanoate ClC1=C(C=CC=C1)CN1N=C(C=C1C=1SC=C(C1)OC1CC1)COC(C(=O)OC)(C)C